N-isovaleryl-pyrrolidine trans-methyl-4-(5-(4-(trifluoromethyl)cyclohexyl)-1,3,4-oxadiazol-2-yl)cyclohexanecarboxylate COC(=O)[C@@H]1CC[C@H](CC1)C=1OC(=NN1)C1CCC(CC1)C(F)(F)F.C(CC(C)C)(=O)N1CCCC1